2,4,6-tri(3,5-dicarboxyphenyl-amino)-1,3,5-triazine C(=O)(O)C=1C=C(C=C(C1)C(=O)O)NC1=NC(=NC(=N1)NC1=CC(=CC(=C1)C(=O)O)C(=O)O)NC1=CC(=CC(=C1)C(=O)O)C(=O)O